(hydroxymethyl)bisphenol a OCC1=C(O)C=CC(=C1)C(C)(C)C1=CC=C(C=C1)O